OC1=C(C=C2C(=NC(=NC2=C1)C)N[C@H](C)C=1C=C(CC2=C(C=C(C=C2)C(F)(F)F)NC([O-])=O)C=CC1)OCCOC (R)-(3-(1-((7-Hydroxy-6-(2-methoxyethoxy)-2-methylquinazolin-4-yl)amino)ethyl)-Benzyl 5-(trifluoromethyl)phenyl)carbamate